4-methylenedioxy-1-((beta-hydroxyethyl)amino)benzene C1OC2=CC=C(C=C2O1)NCCO